CCCC(CCCC)C1=NC=CC2=CC=CC=C12 1-(octan-4-yl)isoquinoline